(cis-5-amino-1,3-dioxan-2-yl)((S)-1-(4-fluorophenyl)-3,4-dihydroisoquinolin-2(1H)-yl)methanone N[C@@H]1CO[C@@H](OC1)C(=O)N1[C@H](C2=CC=CC=C2CC1)C1=CC=C(C=C1)F